tert-butyl-4-(4-amino-3-(difluoromethoxy)phenyl)-2,2-dimethylpiperazine-1-carboxylate C(C)(C)(C)OC(=O)N1C(CN(CC1)C1=CC(=C(C=C1)N)OC(F)F)(C)C